ClC1=CC(=CC(=N1)C(CNC(=O)C1=NOC(=C1)C1=C(C=C(C=C1)F)F)(C)C=1C=NN(C1)C)OCC(=C)C N-[2-[6-chloro-4-(2-methylallyloxy)-2-pyridyl]-2-(1-methylpyrazol-4-yl)propyl]-5-(2,4-difluorophenyl)isoxazole-3-carboxamide